COC=1C=C(C=C(C1)OC)C1=CC=2C=NC(=NC2C2=C1C=NN2C(C)C)S(=O)C 4-(3,5-Dimethoxyphenyl)-1-isopropyl-8-(methylsulfinyl)-1H-pyrazolo[4,3-H]quinazoline